((4aR,8aS)-1-(4-fluorophenyl)-6-((2-isopropyl-2H-1,2,3-triazol-4-yl)sulfonyl)-4,4a,5,6,7,8,8a,9-octahydro-1H-pyrazolo[3,4-g]isoquinolin-4a-yl)(4-(trifluoromethyl)pyridin-2-yl)methanone FC1=CC=C(C=C1)N1N=CC2=C1C[C@@H]1CCN(C[C@]1(C2)C(=O)C2=NC=CC(=C2)C(F)(F)F)S(=O)(=O)C2=NN(N=C2)C(C)C